[SH3+].C(C)[S+](CC[C@H](N)C(=O)O)C S-ethyl-L-methionine sulfonium